4-[1-(4-fluoro-3-methyl-phenyl)-4-hydroxy-2-(2-methoxy-1,1-dimethyl-ethyl)indol-3-yl]benzoic acid FC1=C(C=C(C=C1)N1C(=C(C2=C(C=CC=C12)O)C1=CC=C(C(=O)O)C=C1)C(COC)(C)C)C